2,2',2''-(cyclopropane-1,2,3-triylidene)tris(2-(perfluorobiphenyl-4-yl)acetonitril) C1(C(C1=C(C#N)C1=C(C(=C(C(=C1F)F)C1=C(C(=C(C(=C1F)F)F)F)F)F)F)=C(C#N)C1=C(C(=C(C(=C1F)F)C1=C(C(=C(C(=C1F)F)F)F)F)F)F)=C(C#N)C1=C(C(=C(C(=C1F)F)C1=C(C(=C(C(=C1F)F)F)F)F)F)F